(E)-9-benzylidene-2-(4-bromophenyl)-6,7,8,9-tetrahydro-4H-furo[2,3-d]pyrido[1,2-a]pyrimidin-4-one C(/C1=CC=CC=C1)=C\1/CCCN2C1=NC1=C(C2=O)C=C(O1)C1=CC=C(C=C1)Br